3-methoxy-2-[3-(2-oxoethyl)phenyl]propanoic acid COCC(C(=O)O)C1=CC(=CC=C1)CC=O